FC(C(CNC1=NN=C(O1)N1C(CC[SH4]C2=C1C=CC=C2)=O)(C)O)(F)F 5-[[(3,3,3-trifluoro-2-hydroxy-2-methyl-propyl)amino]-1,3,4-oxadiazol-2-yl]-2,3-dihydro-1λ6,5-benzothiazepin-4-one